2-(4-((benzyloxy)carbonyl)cyclohexanecarboxamido)-4-methoxy-4-oxobutanoic acid C(C1=CC=CC=C1)OC(=O)C1CCC(CC1)C(=O)NC(C(=O)O)CC(=O)OC